(4R)-4-[3-oxo-3-[7-[[3-(trifluoromethylsulfonyl)phenyl]methyl]-2,7-diazaspiro[3.5]nonan-2-yl]propyl]oxazolidin-2-one O=C(CC[C@H]1NC(OC1)=O)N1CC2(C1)CCN(CC2)CC2=CC(=CC=C2)S(=O)(=O)C(F)(F)F